BrCC(O)(C1=CC=CC=C1)Br dibromophenyl-1-ethanol